[Mg+2].P(=O)([O-])([O-])[O-].[Na+] sodium phosphate, magnesium salt